3-(2-amino-imidazo[1,2-b]pyridazin-6-yl)-6-(2-trifluoromethoxy-benzyl)-7,8-dihydro-6H-[1,6]naphthyridin-5-one NC=1N=C2N(N=C(C=C2)C=2C=NC=3CCN(C(C3C2)=O)CC2=C(C=CC=C2)OC(F)(F)F)C1